C12CN(CC2C1)C=1N=C(C(=NC1)CO)Cl (5-{3-Azabicyclo[3.1.0]hex-3-yl}-3-chloropyrazin-2-yl)methanol